CC=1N=C2N(C=CC(=C2)C2=C(C=CC(=N2)C#N)C2=CN=C(O2)CCC(F)(F)F)C1 6-(2-Methylimidazo[1,2-a]pyridin-7-yl)-5-(2-(3,3,3-trifluoropropyl)oxazol-5-yl)picolinonitril